2,3,6-trichloropyridin-4-amine ClC1=NC(=CC(=C1Cl)N)Cl